benzyl (1R,5S)-3-(6-chloro-5-fluoro-4-(3-(2,2,2-trichloroacetyl)ureido)nicotinoyl)-8-azabicyclo[3.2.1]octane-8-carboxylate ClC1=NC=C(C(=O)C2C[C@H]3CC[C@@H](C2)N3C(=O)OCC3=CC=CC=C3)C(=C1F)NC(=O)NC(C(Cl)(Cl)Cl)=O